C1(=CC=CC2=CC3=CC=CC=C3C=C12)C=O 1-anthraceneformaldehyde